C(C)OC(=O)[C@H]1C2CCC([C@@H]1N1C=C(C3=C1N=C(N=C3)C3=CN(C1=NC=C(C=C13)Cl)S(=O)(=O)C1=CC=C(C)C=C1)F)CC2 (2S,3S)-3-(2-(5-chloro-1-tosyl-1H-pyrrolo[2,3-b]pyridin-3-yl)-5-fluoro-7H-pyrrolo[2,3-d]pyrimidin-7-yl)bicyclo[2.2.2]octane-2-carboxylic acid ethyl ester